The molecule is a mixture of three allergens: diphenylguanidine, zinc dibutyldithiocarbamate and zinc diethyldithiocarbamate, chemicals used as fungicides and pesticides, and also in the manufacture of many rubber products. It contains a zinc dibutyldithiocarbamate, a zinc diethyldithiocarbamate and a 1,3-diphenylguanidine. CCCCN(CCCC)C(=S)[S-].CCCCN(CCCC)C(=S)[S-].CCN(CC)C(=S)[S-].CCN(CC)C(=S)[S-].C1=CC=C(C=C1)NC(=NC2=CC=CC=C2)N.[Zn+2].[Zn+2]